7-(2-amino-6-fluoro-5-(4-(4-isopropylpiperazin-1-yl)phenyl)pyridin-3-yl)-2-methoxyquinazolin-4(3H)-one NC1=NC(=C(C=C1C1=CC=C2C(NC(=NC2=C1)OC)=O)C1=CC=C(C=C1)N1CCN(CC1)C(C)C)F